7-chloro-1-methyl-4-(1-(tetrahydro-2H-pyran-4-yl)piperidin-4-yl)-1,4-dihydropyrido[2,3-b]pyrazine-2,3-dione ClC1=CC2=C(N(C(C(N2C)=O)=O)C2CCN(CC2)C2CCOCC2)N=C1